(6-(heptan-2-yloxy)(2-hydroxy-6-(1H-pyrrole-3-carboxamido)hexyl)amino)octanoate CC(CCCCC)OC(CCCC(CNC(C(=O)[O-])CCCCCC)O)NC(=O)C1=CNC=C1